(4-thienyl-phenyl)-quinolin S1C(=CC=C1)C1=CC=C(C=C1)C1=NC2=CC=CC=C2C=C1